ClC=1C=C(C=CC1)CCO m-chlorobenzeneethanol